O1CCN(CC1)C=1C2=C(N=CN1)NC(=C2)C2=CC=C(C=C2)NS(=O)(=O)N2CCN(CC2)C2CCNCC2 N-(4-(4-morpholino-7H-pyrrolo[2,3-d]pyrimidin-6-yl)phenyl)-4-(piperidin-4-yl)piperazine-1-sulfonamide